1-(4-chlorobenzyl)-6-methylisoquinolin-5-amine ClC1=CC=C(CC2=NC=CC=3C(=C(C=CC23)C)N)C=C1